NCC1=C(C=C(C#N)C=C1)F 4-(amino-methyl)-3-fluoro-benzonitrile